FC1=CC(=C(C=C1)NC1=CC(N(C=2CNCCC12)C)=O)C(F)(F)F 4-[[4-fluoro-2-(trifluoromethyl)phenyl]amino]-1-methyl-1,2,5,6,7,8-hexahydro-1,7-naphthyridin-2-one